The molecule is a single-stranded DNA oligonucleotide comprised of four deoxyadenosine, five deoxycytidine, six thymidine and three deoxyguanosine residues connected by 3'->5' phosphodiester linkages in the sequence T-C-A-A-C-C-G-A-T-T-T-C-G-G-T-T-A-C. CC1=CN(C(=O)NC1=O)[C@H]2C[C@@H]([C@H](O2)CO)OP(=O)(O)OC[C@@H]3[C@H](C[C@@H](O3)N4C=CC(=NC4=O)N)OP(=O)(O)OC[C@@H]5[C@H](C[C@@H](O5)N6C=NC7=C(N=CN=C76)N)OP(=O)(O)OC[C@@H]8[C@H](C[C@@H](O8)N9C=NC1=C(N=CN=C19)N)OP(=O)(O)OC[C@@H]1[C@H](C[C@@H](O1)N1C=CC(=NC1=O)N)OP(=O)(O)OC[C@@H]1[C@H](C[C@@H](O1)N1C=CC(=NC1=O)N)OP(=O)(O)OC[C@@H]1[C@H](C[C@@H](O1)N1C=NC2=C1N=C(NC2=O)N)OP(=O)(O)OC[C@@H]1[C@H](C[C@@H](O1)N1C=NC2=C(N=CN=C21)N)OP(=O)(O)OC[C@@H]1[C@H](C[C@@H](O1)N1C=C(C(=O)NC1=O)C)OP(=O)(O)OC[C@@H]1[C@H](C[C@@H](O1)N1C=C(C(=O)NC1=O)C)OP(=O)(O)OC[C@@H]1[C@H](C[C@@H](O1)N1C=C(C(=O)NC1=O)C)OP(=O)(O)OC[C@@H]1[C@H](C[C@@H](O1)N1C=CC(=NC1=O)N)OP(=O)(O)OC[C@@H]1[C@H](C[C@@H](O1)N1C=NC2=C1N=C(NC2=O)N)OP(=O)(O)OC[C@@H]1[C@H](C[C@@H](O1)N1C=NC2=C1N=C(NC2=O)N)OP(=O)(O)OC[C@@H]1[C@H](C[C@@H](O1)N1C=C(C(=O)NC1=O)C)OP(=O)(O)OC[C@@H]1[C@H](C[C@@H](O1)N1C=C(C(=O)NC1=O)C)OP(=O)(O)OC[C@@H]1[C@H](C[C@@H](O1)N1C=NC2=C(N=CN=C21)N)OP(=O)(O)OC[C@@H]1[C@H](C[C@@H](O1)N1C=CC(=NC1=O)N)O